C(C1=CC=CC=C1)(=O)OCC1=CC=C(C=C1)C1=C(N(C2=CC=CC(=C12)OCC1=CC=CC=C1)C1=CC=C(C=C1)F)C(C(=O)OCC)(F)F 4-[4-benzyloxy-2-(2-ethoxy-1,1-difluoro-2-oxo-ethyl)-1-(4-fluorophenyl) indol-3-yl]Benzyl benzoate